(S)-2-amino-3-(2-(4-((5-chloro-3-fluoropyridin-2-yl)oxy)phenyl)-2H-tetrazol-5-yl)propan-1-ol N[C@H](CO)CC=1N=NN(N1)C1=CC=C(C=C1)OC1=NC=C(C=C1F)Cl